BrC=1C=C(C=C(C1OS(=O)(=O)CCC)OC)C1=NC2=C(N1)C=CC=C2C(=O)N 2-(3-bromo-5-methoxy-4-(propanesulfonyloxy)phenyl)-1H-benzo[d]imidazole-4-carboxamide